7-(8-chloranyl-1-naphthyl)-4-[4-[2,3,4,5-tetrakis(fluoranyl)-6-methylsulfinyl-phenyl]piperazin-1-yl]-6,8-dihydro-5H-pyrido[3,4-d]pyrimidine ClC=1C=CC=C2C=CC=C(C12)N1CC=2N=CN=C(C2CC1)N1CCN(CC1)C1=C(C(=C(C(=C1S(=O)C)F)F)F)F